COC1=C(CNC=2C3=C(N=CN2)C(=CS3)C#C)C=CC(=C1)OC N-(2,4-dimethoxybenzyl)-7-ethynylthieno[3,2-d]pyrimidin-4-amine